(4-(10-phenyl-9-anthryl)phenyl)-9H-carbazole-3-amine C1(=CC=CC=C1)C1=C2C=CC=CC2=C(C2=CC=CC=C12)C1=CC=C(C=C1)C1=CC(=CC=2C3=CC=CC=C3NC12)N